N-((S)-2-((4-(2,4-dimethylpyridin-3-yl)phenyl)amino)-2-oxo-1-((1r,4S)-4-(trifluoromethyl)cyclohexyl)ethyl)-1-ethyl-1H-pyrazole-5-carboxamide CC1=NC=CC(=C1C1=CC=C(C=C1)NC([C@H](C1CCC(CC1)C(F)(F)F)NC(=O)C1=CC=NN1CC)=O)C